P(OC(C1=C(C=C(C=C1C)C)C)=O)(OC1=CC=CC=C1)=O 2,4,6-trimethylbenzoyl phenyl phosphonate